5-(5-(2-methylmorpholine-4-carbonyl)-1H-pyrrolo[2,3-b]pyridin-1-yl)pyridinecarbonitrile CC1CN(CCO1)C(=O)C=1C=C2C(=NC1)N(C=C2)C=2C=CC(=NC2)C#N